6-(3-iodo-4-methyl-pyrazol-1-yl)-2-isobutyl-3,4-dihydroisoquinolin-1-one IC1=NN(C=C1C)C=1C=C2CCN(C(C2=CC1)=O)CC(C)C